COC=1C(=NC(=NC1C(F)(F)F)N1[C@H]([C@@H](C1)O)C)C=1C=NN(C1)C1CN(C1)C (2S,3R)-1-{5-methoxy-4-[1-(1-methyl-3-azetidinyl)-4-pyrazolyl]-6-(trifluoromethyl)-2-pyrimidinyl}-2-methyl-3-azetidinol